5-[4-[[5-[2-(4-methylpiperazin-1-yl)ethoxy]pyrimidin-2-yl]amino]cyclohexoxy]-7-morpholino-1,6-naphthyridin-3-ol CN1CCN(CC1)CCOC=1C=NC(=NC1)NC1CCC(CC1)OC1=C2C=C(C=NC2=CC(=N1)N1CCOCC1)O